N-(5-[2-(5,6,7,8-tetrahydronaphthalen-2-yloxy)ethyl]-1H-indol-3-yl)acetamide C1=C(C=CC=2CCCCC12)OCCC=1C=C2C(=CNC2=CC1)NC(C)=O